N-(2-methoxy-4-aminophenyl)-4-chloropyridine-2-carboxamide COC1=C(C=CC(=C1)N)NC(=O)C1=NC=CC(=C1)Cl